ClC1=CC=C(C=C1)C(C(=O)Cl)C(C)C 2-(4-chlorophenyl)-3-methyl-butyryl chloride